C(=C)[Si](OCCOC)(OCCOC)OCCOC vinyltris(2-methoxy-ethoxy)silane